C(C)(C)(C)OC(=O)N([C@H](C(=O)O[C@@H](C(=O)OCC1=CC=CC=C1)CC1=CC=C(C=C1)C=1CCOCC1)CC(C)(C)F)C (2R)-1-(benzyloxy)-3-[4-(3,6-dihydro-2H-pyran-4-yl)phenyl]-1-oxopropan-2-yl (2S)-2-[[(tert-butoxy)carbonyl](methyl)amino]-4-fluoro-4-methylpentanoate